triethyl[(methylthio)methyl]-phosphonium C(C)[P+](CSC)(CC)CC